OCC=1C=CC(=NC1)N1C(NC(CC1)=O)=O 1-(5-(hydroxymethyl)pyridin-2-yl)dihydropyrimidine-2,4(1H,3H)-dione